Ethyl (E)-(3-(4-methoxyphenyl)acryloyl)-D-leucinate COC1=CC=C(C=C1)/C=C/C(=O)N[C@H](CC(C)C)C(=O)OCC